CC=1C=NN2C1NC(CCC2)=O 3-methyl-7,8-dihydro-4H-pyrazolo[1,5-a][1,3]diazepin-5(6H)-one